CNC=1C=C(C=CC1)S(=O)(=O)N 3-(methylamino)benzenesulfonamide